(R)-2-amino-1-(6,7-dichloro-1,3,4,5-tetrahydro-2H-pyrido[4,3-b]indol-2-yl)propan-1-one N[C@@H](C(=O)N1CC2=C(NC=3C(=C(C=CC23)Cl)Cl)CC1)C